[N+](=[N-])=C(C([C@@H](CC1CCN(CC1)C(=O)OC(C)(C)C)C)=O)C(=O)OCC |r| (rac)-tert-butyl 4-(4-diazo-5-ethoxy-2-methyl-3,5-dioxopentyl)piperidine-1-carboxylate